4-(2-bromophenyl)dibenzofuran BrC1=C(C=CC=C1)C1=CC=CC2=C1OC1=C2C=CC=C1